O=C(C(=O)[O-])C(C)C 2-Ketoisovalerate